tert-Butyl 4-(8-chloro-3-cyclopropaneamidoisoquinolin-6-yl)-1H,2H,3H-pyrrolo[2,3-c]pyridine-1-carboxylate ClC=1C=C(C=C2C=C(N=CC12)NC(=O)C1CC1)C1=C2C(=CN=C1)N(CC2)C(=O)OC(C)(C)C